COC1=CC=C(C=N1)[C@H](CC(=O)O)N1C(C(C1)CCCCC1=NC=2NCCCC2C=C1)=O (3S)-3-(6-methoxypyridin-3-yl)-3-(2-oxo-3-(4-(5,6,7,8-tetrahydro-1,8-naphthyridin-2-yl)butyl)azetidin-1-yl)propanoic acid